4-(5-methyl-2,5-diazabicyclo[2.2.1]hept-2-yl)aniline CN1C2CN(C(C1)C2)C2=CC=C(N)C=C2